tert-butyl (R)-(3-(1-aminoethyl)-5-(trifluoromethyl)phenyl)carbamate hydrochloride Cl.N[C@H](C)C=1C=C(C=C(C1)C(F)(F)F)NC(OC(C)(C)C)=O